COC=1C=C(C=CC1)C=1C=NC=C(/C=N/O)C1 (E)-5-(3-Methoxyphenyl)nicotinaldehyde oxime